2-(piperidin-4-ylmethyl)pyridine hydrochloride Cl.N1CCC(CC1)CC1=NC=CC=C1